[2H]C(C(=O)OC(C)(C)C)([C@H](O)[C@]1(OC(OCC1)(C)C)C#C[Si](C(C)C)(C(C)C)C(C)C)[2H] tert-butyl (3S)-2,2-dideutero-3-[(4R)-2,2-dimethyl-4-(2-triisopropylsilylethynyl)-1,3-dioxan-4-yl]-3-hydroxy-propionate